methyl 1-benzyl-6-bromo-7-(difluoro(naphthalen-1-yl)methyl)-5-oxo-8-(3-(trifluoromethyl)phenyl)-1,2,3,5-tetrahydroimidazo[1,2-a]pyridine-3-carboxylate C(C1=CC=CC=C1)N1CC(N2C1=C(C(=C(C2=O)Br)C(C2=CC=CC1=CC=CC=C21)(F)F)C2=CC(=CC=C2)C(F)(F)F)C(=O)OC